NC=1C2=C(N=CN1)N(C(=C2C2=CC[C@@H](CC2)C(=O)N2CCCC2)C2C[C@@H](N(C2)C(C=C)=O)C)C 1-((2S)-4-(4-amino-7-methyl-5-((R)-4-(pyrrolidine-1-carbonyl)cyclohex-1-en-1-yl)-7H-pyrrolo[2,3-d]pyrimidin-6-yl)-2-methylpyrrolidin-1-yl)prop-2-en-1-one